(S)-6-(isopropyl(methyl)amino)-2-(6-(5-methyl-5,6,7,8-tetrahydro-[1,2,4]triazolo[4,3-a]pyridin-3-yl)pyridin-2-yl)-4-((methylamino)methyl)-2,3-dihydro-1H-pyrrolo[3,4-c]pyridin-1-one C(C)(C)N(C1=CC2=C(C(=N1)CNC)CN(C2=O)C2=NC(=CC=C2)C2=NN=C1N2[C@H](CCC1)C)C